tert-butyl 6-[3-fluoro-7-(4-fluoro-2-methoxy-phenyl)-6-(5-prop-2-enoyl-6,7-dihydro-4H-thiazolo[5,4-c]pyridin-2-yl)-thieno[3,2-c]pyridin-4-yl]-3,4-dihydro-1H-isoquinoline-2-carboxylate FC1=CSC2=C1C(=NC(=C2C2=C(C=C(C=C2)F)OC)C=2SC=1CN(CCC1N2)C(C=C)=O)C=2C=C1CCN(CC1=CC2)C(=O)OC(C)(C)C